CC1=NOC(=C1NC(=O)O[C@H](C)C1=CC=CC=C1)C1CN(C1)C(=O)OC(C)(C)C tert-butyl 3-[3-methyl-4-[[(1R)-1-phenylethoxy]carbonylamino]isoxazol-5-yl]azetidine-1-carboxylate